4-bromo-2-methyl-N-(2-methyl-6-nitrophenyl)benzene-1-sulfonamide (((S)-1-methylpyrrolidin-2-yl)methoxy)-5,6-dihydropyrido[3,4-d]pyrimidine-7(8H)-carboxylate CN1[C@@H](CCC1)COC=1N=CC2=C(N1)CN(CC2)C(=O)O.BrC2=CC(=C(C=C2)S(=O)(=O)NC2=C(C=CC=C2[N+](=O)[O-])C)C